(R)-N-(1-(3-(4-phenoxyphenyl)-1H-pyrazolo[3,4-d]pyrimidin-4-yl)piperidin-3-yl)-but-2-ynylamide O(C1=CC=CC=C1)C1=CC=C(C=C1)C1=NNC2=NC=NC(=C21)N2C[C@@H](CCC2)[N-]CC#CC